FC(CC(CC(F)(F)F)=O)(F)F hexafluoro-3-pentanone